ClC1=CC2=C(C(=N1)OC)C1(C(O2)(C(C(C1O)C(=O)[O-])C1=CC=CC=C1)C1=CC=C(C=C1)C(F)(F)F)O 3-chloro-8,8a-dihydroxy-1-methoxy-6-phenyl-5a-(4-(trifluoromethyl)phenyl)-5a,7,8,8a-tetrahydro-6H-cyclopenta[4,5]furo[3,2-c]pyridine-7-carboxylate